Cl.FC1=C(C2=C(N(C1=O)C)CNC2)C 3-Fluoro-1,4-dimethyl-1,5,6,7-tetrahydro-2H-pyrrolo[3,4-b]pyridin-2-one Hydrochloride